C1(CCCCC1)NC(=O)C=1SC(=CC1NC(=O)N)C1=CC(=CC=C1)F N-cyclohexyl-5-(3-fluorophenyl)-3-ureidothiophene-2-carboxamide